N(=[N+]=[N-])C1=C(C(=C2C3=C1C1=CC(=C(C=C1C=1C3=C(C=3C=C(C(=CC23)OC)OC)C(=C(C1)OCCCCC)OCCCCC)OCCCCC)OCCCCC)OCCCCC)OCCCCC 1-azido-5,6-dimethoxy-2,3,8,9,12,13-hexakis(pentyloxy)dibenzo[fg,op]tetracene